N-(4-(2,6-dioxopiperidin-3-yl)phenyl)-2-((R)-2-(trifluoromethyl)piperazin-1-yl)acetamide hydrochloride Cl.O=C1NC(CCC1C1=CC=C(C=C1)NC(CN1[C@H](CNCC1)C(F)(F)F)=O)=O